C(CC)N(C(OOC1=CC=CC=C1)=O)[C@@H]1COC2(C1)CCNCC2 phenoxy (propyl)((S)-1-oxa-8-azaspiro[4.5]decan-3-yl)carbamate